C(=O)C1=CC=C2C3=C(NC2=C1)C(=NC=C3)NC(=O)C3CC3 N-(7-formyl-9H-pyrido[3,4-b]indol-1-yl)cyclopropanecarboxamide